FC(C1=CC=C(C=C1)NC(N)=O)(F)F 3-(4-trifluoromethylphenyl)urea